NC=1C(=C(C(N(N1)C)=O)OC)Cl 6-amino-5-chloro-4-methoxy-2-methyl-3(2H)-pyridazinone